2-(2,6-dioxopiperidin-3-yl)-5-(4-hydroxy-1-(pyrazolo[1,5-a]pyridin-4-ylmethyl)piperidin-4-yl)isoindoline-1,3-dione O=C1NC(CCC1N1C(C2=CC=C(C=C2C1=O)C1(CCN(CC1)CC=1C=2N(C=CC1)N=CC2)O)=O)=O